2-(3-methoxyphenyl)-2-(4-nitroindol-1-yl)-N-(phenylsulfonyl)acetamide COC=1C=C(C=CC1)C(C(=O)NS(=O)(=O)C1=CC=CC=C1)N1C=CC2=C(C=CC=C12)[N+](=O)[O-]